COC=1C=C(C=CC1OC)C1=CC=2C=NC(=CC2N1C)C1=CC=C(C=C1)N1CCN(CC1)C(=O)C1=CC=CC=C1 (4-(4-(2-(3,4-Dimethoxyphenyl)-1-methyl-1H-pyrrolo[3,2-c]pyridin-6-yl)phenyl)piperazin-1-yl)(phenyl)methanon